COC(=O)C=1C=C2C(=C(NC2=C(C1)N1CCCC1)C)C(C)=O 3-acetyl-2-methyl-7-(pyrrolidin-1-yl)-1H-indole-5-carboxylic acid methyl ester